(1R)-1-(4-fluorophenyl)ethyl 4-[6-(1-methyl-1H-pyrazol-4-yl)pyrazolo[1,5-a]pyridin-3-yl]piperazine-1-carboxylate CN1N=CC(=C1)C=1C=CC=2N(C1)N=CC2N2CCN(CC2)C(=O)O[C@H](C)C2=CC=C(C=C2)F